C(#N)CC(=O)NC=1C=CC(=C2C=CNC12)C1=NC(=NC=C1)NC=1C=NN(C1)C 2-cyano-N-(4-(2-((1-methyl-1H-pyrazol-4-yl)amino)pyrimidin-4-yl)-1H-indol-7-yl)acetamide